CC=1C(=CC=CC1)S(=O)(=O)[O-] o-toluenesulfonate